2-ethyl-9-methacryloyloxy-10-methoxycarbonyloxy-1,2,3,4-tetrahydroanthracene C(C)C1CC2=C(C3=CC=CC=C3C(=C2CC1)OC(=O)OC)OC(C(=C)C)=O